C(CCCCCCC)(=O)OC[C@@H](OC(CCCCCCC)=O)COP(=O)(O)O[C@H]1[C@@H](O[C@@H]([C@H]1O)CO)N1C=NC=2C(=S)NC(N)=NC12 (1,2-dioctanoyl-sn-glycero-3-phospho)-6-thio-guanosine